CC1=CC(=NC(=N1)N1CCOCC1)C=1NC(=NN1)C1=C(C=C(C=C1)N(S(=O)(=O)C)S(=O)(=O)C)N1CCC2(CC2)CC1 N-(4-(5-(6-methyl-2-morpholinopyrimidin-4-yl)-4H-1,2,4-triazol-3-yl)-3-(6-azaspiro[2.5]octan-6-yl)phenyl)-N-(methylsulfonyl)methanesulfonamide